FC1([C@@H](C[C@]2(CNC(O2)=O)CC1)CN1C=NC2=C1C=C(C=C2)C#N)F (((5S,7S)-8,8-difluoro-2-oxo-1-oxa-3-azaspiro[4.5]decan-7-yl)methyl)-1H-benzo[d]imidazole-6-carbonitrile